BrC=1C=C2N(N=CC(=C2NC[C@H]2N(CCC2)C(=O)OC(C)(C)C)C(N)=NC2=C(C=C(C=C2)O[Si](C)(C)C(C)(C)C)CC)C1 tert-butyl (S)-2-[[[6-bromo-3-[N'-[4-[(tert-butyldimethylsilyl)oxy]-2-ethylphenyl]carbamimidoyl]pyrrolo[1,2-b]pyridazin-4-yl]amino]methyl]pyrrolidine-1-carboxylate